4-acetyl-7-nitro-3,4-dihydro-2H-benzo[b][1,4]oxazine-6-Nitrile C(C)(=O)N1C2=C(OCC1)C=C(C(=C2)C#N)[N+](=O)[O-]